tert-butyl (2S)-2-[isopropyl(m-tolyl)carbamoyl]pyrrolidine-1-carboxylate C(C)(C)N(C(=O)[C@H]1N(CCC1)C(=O)OC(C)(C)C)C=1C=C(C=CC1)C